C1=CC=C(C=C1)C(C2=CC=CC=C2)(C3=CC=CC=C3)NC(=O)C[C@@H](C(=O)O)NC(=O)OCC4C5=CC=CC=C5C6=CC=CC=C46 N-alpha-Fmoc-N-gamma-trityl-L-asparagine